C(C)(C)(C)OC(=O)N1CCC(CC1)(C(=O)O)CC1=CC=CC=C1 4-benzyl-piperidine-1,4-dicarboxylic acid 1-tert-butyl ester